C=CCCCCCC octa-carbene